C(C)(C)(C)OC(=O)N[C@@H](C(=O)O)C1=C(C=CC(=C1)F)F |r| (2RS)-2-(tert-butoxycarbonylamino)-2-(2,5-difluorophenyl)acetic acid